tert-butyl 4-(1-(((N-(tert-butoxycarbonyl)sulfamoyl)amino)methyl)cyclopropyl)piperidine-1-carboxylate C(C)(C)(C)OC(=O)NS(=O)(=O)NCC1(CC1)C1CCN(CC1)C(=O)OC(C)(C)C